(3-(trifluoromethyl)phenyl)zinc(II) bromide [Br-].FC(C=1C=C(C=CC1)[Zn+])(F)F